(2-(difluoromethyl)phenyl)-2-(4-ethyl-3-(hydroxymethyl)-5-oxo-4,5-dihydro-1H-1,2,4-triazol-1-yl)-3-fluoro-8-isopropyl-1,6-naphthyridin-5(6H)-one FC(C1=C(C=CC=C1)C1=C(C(=NC=2C(=CNC(C12)=O)C(C)C)N1N=C(N(C1=O)CC)CO)F)F